N[C@@H](C(C)C)C(=O)O[C@H]1[C@@H](CN2CCC=3C(=C2C1)CC(=C(C3)OC([2H])([2H])[2H])OC([2H])([2H])[2H])CC(C)C L-Valine, (2R,3R,11R)-1,3,4,6,7,11-hexahydro-9,10-di(methoxy-d3)-3-(2-methylpropyl)-2H-benzo[a]quinolizin-2-yl ester